COC1=C(NCC#CC=2N=C3N(C=CC=C3[C@H]3NCC34CN(C4)C)C2CC(F)(F)F)C=CC(=C1)S(=O)(=O)C (S)-2-methoxy-N-(3-(8-(6-methyl-2,6-diazaspiro[3.3]heptan-1-yl)-3-(2,2,2-trifluoroethyl)imidazo[1,2-a]pyridin-2-yl)prop-2-yn-1-yl)-4-(methylsulfonyl)aniline